4-(5-((2-(4-Cyanophenyl)-2-oxoethyl)thio)-1H-tetrazol-1-yl)benzoic acid C(#N)C1=CC=C(C=C1)C(CSC1=NN=NN1C1=CC=C(C(=O)O)C=C1)=O